FC(CC=C)C=1C=CC(=NC1)C(F)(F)F 5-(1-fluorobut-3-enyl)-2-(trifluoromethyl)pyridine